ClC1=NC(=C(C(=N1)N1C[C@H](N(C[C@@H]1C)C(=O)OC(C)(C)C)C)[N+](=O)[O-])CC1(CCCC2=CC=CC=C12)C(=O)OC tert-butyl (2R,5S)-4-(2-chloro-6-((1-(methoxycarbonyl)-1,2,3,4-tetrahydronaphthalen-1-yl) methyl)-5-nitropyrimidin-4-yl)-2,5-dimethylpiperazine-1-carboxylate